NC1=NC(=C(C=C1C#N)C#N)N1CCOCC1 2-amino-6-morpholinopyridine-3,5-dicarbonitrile